C(C(=C)C)(=O)OCC[SiH2]C(OC)OC β-methacryloyloxyethyl-dimethoxymethylsilane